1-(tert-butyl) 4-methyl 4-phenylpiperidine-1,4-dicarboxylate C1(=CC=CC=C1)C1(CCN(CC1)C(=O)OC(C)(C)C)C(=O)OC